C(=O)O.C(C)N(C(C1=C(C=CC(=C1)F)OC1=C(N=CN=N1)N1CC2(CN(C2)[C@@H](C(C)C)CCCNC[C@H](COC)O)CC1)=O)C(C)C N-Ethyl-5-fluoro-2-((5-(2-((R)-6-(((R)-2-hydroxy-3-methoxypropyl)amino)-2-methylhexan-3-yl)-2,6-diazaspiro[3.4]oct-6-yl)-1,2,4-triazin-6-yl)oxy)-N-isopropylbenzamide formate